4-fluoro-2-methyl-Aniline FC1=CC(=C(N)C=C1)C